2-naphthyl-oxirane tert-butyl-8-((3-amino-6-chloropyridazin-4-yl)oxy)-3-azabicyclo[3.2.1]octane-3-carboxylate C(C)(C)(C)OC(=O)N1CC2CCC(C1)C2OC2=C(N=NC(=C2)Cl)N.C2=C(C=CC1=CC=CC=C21)C2OC2